1-(mercaptomethyl)cyclopropane methyl-acetate COC(C)=O.SCC1CC1